FC([C@@H](CC(=O)N1CCC(CC1)(O)CN1C=C(C(=CC1=O)C1=CC=CC=C1)C(=O)N(C)C(C)C)C1=CC=CC=C1)F (S)-1-((1-(4,4-difluoro-3-phenylbutyryl)-4-hydroxypiperidin-4-yl)methyl)-N-isopropyl-N-methyl-6-oxo-4-phenyl-1,6-dihydropyridine-3-carboxamide